3-(1-ethyl-2-methylindole-3-yl)-3-(4-diethylamino-2-methylphenyl)-4-Azaphthalide C(C)N1C(=C(C2=CC=CC=C12)C1(OC(=O)C2=CC=CN=C12)C1=C(C=C(C=C1)N(CC)CC)C)C